C1=CC=C(C=C1)CCNC(=S)SC[C@@H](C(=O)NCC(=O)[O-])NC(=O)CC[C@@H](C(=O)[O-])[NH3+] The molecule is a peptide anion obtained by deprotonation of both carboxy groups and protonation of the glutamyl amino group of S-[(2-phenylethyl)carbamothioyl]glutathione; major species at pH 7.3. It is a conjugate base of a S-[(2-phenylethyl)carbamothioyl]glutathione.